spiro[3.3]heptan-2-ylmethyl ((2-(2,6-dioxopiperidin-3-yl)-4-methoxy-3-oxoisoindolin-5-yl)methyl)carbamate O=C1NC(CCC1N1CC2=CC=C(C(=C2C1=O)OC)CNC(OCC1CC2(C1)CCC2)=O)=O